3,3'-(3-(4,6-diphenyl-1,3,5-triazin-2-yl)-6-(pyridin-3-yl)-1,2-phenylene)bis(9-phenyl-9H-carbazole) C1(=CC=CC=C1)C1=NC(=NC(=N1)C1=CC=CC=C1)C=1C(=C(C(=CC1)C=1C=NC=CC1)C=1C=CC=2N(C3=CC=CC=C3C2C1)C1=CC=CC=C1)C=1C=CC=2N(C3=CC=CC=C3C2C1)C1=CC=CC=C1